COC1=C(C(=NC=C1)C1=CC=C(C=C1)C1=NNC2=NC=C(C=C21)C2=CC1=C(CC[C@@H](CC1)N1C3COCC1C3)C=C2)C 6-[(7S)-3-[3-[4-(4-Methoxy-3-methylpyridin-2-yl)phenyl]-1H-pyrazolo[3,4-b]pyridin-5-yl]-6,7,8,9-tetrahydro-5H-benzo[7]annulen-7-yl]-3-oxa-6-azabicyclo[3.1.1]heptane